(S)-1-(4-fluoropyridin-2-yl)pyrrolidin-3-amine FC1=CC(=NC=C1)N1C[C@H](CC1)N